2-amino-6-borono-2-(2-(2-isopentyl-1,2,3,4-tetrahydroisoquinolin-3-yl)ethyl)hexanoic acid NC(C(=O)O)(CCCCB(O)O)CCC1N(CC2=CC=CC=C2C1)CCC(C)C